[Cl-].[N+](=O)([O-])C1=CC=C(C=C1)[I+]C1=CC=CC=C1 (4-nitrophenyl)(phenyl)iodonium chloride